methyl-d3-6-(3-methylureido)pyridazine-3-carboxamide C([2H])([2H])([2H])C1=C(N=NC(=C1)NC(=O)NC)C(=O)N